C1(CC1)C(=O)NC=1SC2=C(N1)C=CC(=C2)C=2C=C1C(=NC(=NC1=CC2)C)C(=O)N[C@@H](CC)C2=CC=CC=C2 (S)-6-(2-(cyclopropanecarboxamido)benzo[d]thiazol-6-yl)-2-methyl-N-(1-phenylpropyl)quinazolin-4-carboxamide